4-(5-(1-isopropyl-1H-pyrazol-4-yl)benzo[d]oxazol-2-yl)picolinic acid C(C)(C)N1N=CC(=C1)C=1C=CC2=C(N=C(O2)C2=CC(=NC=C2)C(=O)O)C1